NC1=NOC2=C1C(=CC=C2)C2=C(C(=C(C=C2)NC(=O)NC2=CC(=CC=C2)OC(F)(F)F)F)F 1-(4-(3-Aminobenzo[d]isoxazol-4-yl)-2,3-difluorophenyl)-3-(3-(trifluoromethoxy)phenyl)urea